FC1=C(C=CC(=C1)F)N1C(C2=C(CC1)N=C(S2)OCC2=C(C=CC=C2)C(F)(F)F)=O 5-(2,4-difluorophenyl)-6,7-dihydro-2-[[2-(trifluoromethyl)phenyl]methoxy]-thiazolo[5,4-c]pyridin-4(5H)-one